4,6-dimethyl-2-(pyridin-4-yl)-5,7-dihydro-3-oxa-1-thia-7-aza-acenaphthylen-8(4H)-one CC1OC2=C(SC=3C(NC(=C(C1)C32)C)=O)C3=CC=NC=C3